2-chloro-5-(isoxazol-3-yl)aniline ClC1=C(N)C=C(C=C1)C1=NOC=C1